7-((2-((2-methoxy-6-(4-methylpiperazin-1-yl)pyridin-3-yl)amino)-5-(trifluoromethyl)pyrimidin-4-yl)amino)isoindolin-1-one COC1=NC(=CC=C1NC1=NC=C(C(=N1)NC=1C=CC=C2CNC(C12)=O)C(F)(F)F)N1CCN(CC1)C